COC1=C(C=C2C(C(C3=C(OC(C3)C)C2=C1)=O)=O)S(=O)(=O)Cl 8-methoxy-2-methyl-4,5-dioxo-2,3,4,5-tetrahydronaphtho[1,2-b]furan-7-sulfonyl chloride